C(C)(C)(C)OC(=O)N1C(CCC1)C=C(C(=O)OCC)C 2-(3-ethoxy-2-methyl-3-oxoprop-1-en-1-yl)pyrrolidine-1-carboxylic acid tert-butyl ester